1-(3,4-dihydroxyphenyl)-2-hydroxyethyl ketone OC=1C=C(C=CC1O)C(CO)C(=O)C(CO)C1=CC(=C(C=C1)O)O